C(CCC)(=O)OC(CCC)=O butyric acid (anhydride)